Cl.NCCN1[Se]C2=C(C1=O)C=C(C=C2)C 2-(2-aminoethyl)-5-methyl-1,2-benzisoselenazol-3(2H)-one hydrochloride